tert-butyl 3-(5-acetyl-6-methoxypyridin-3-yl)-4,4-difluoropiperidine-1-carboxylate C(C)(=O)C=1C=C(C=NC1OC)C1CN(CCC1(F)F)C(=O)OC(C)(C)C